OC(C)C=1C=NC(=CC1)C=1C=NN2C1C=CC(=C2)OCCN2CCOCC2 3-(1-hydroxyethyl)-6-[6-(2-morpholin-4-yl-ethoxy)pyrazolo[1,5-a]pyridin-3-yl]pyridin